FC1=CC=C(CN2CC(C2)S(=O)(=O)N2C3=C(SCC2)C(=CN=C3)C3=CC=C(C#N)C=C3)C=C1 4-(4-((1-(4-fluorobenzyl)azetidin-3-yl)sulfonyl)-3,4-dihydro-2H-pyrido[4,3-b][1,4]thiazin-8-yl)-benzonitrile